CC1=CC(CC(C1)(C)C)=C(C#N)C#N 2-(3,5,5-trimethylcyclohex-2-enylidene)malononitrile